C(C1=CC=CC=C1)OC1=C(C=CC=C1)C1=CC=C(S1)CC1(NC(=NC=C1)NCC(C)C)N 4-((5-(2-benzyloxyphenyl)-2-thienyl)methyl)-N2-isobutyl-2,4-pyrimidinediamine